C(#N)C=1C=NN2C1C(=CC(=C2)OCC(C)(C)O)C=2C=CC(=NC2)N2CCC(CC2)(C)NC(C2=NC(=CC=C2F)OC)=O N-(1-(5-(3-cyano-6-(2-hydroxy-2-methylpropoxy)pyrazolo[1,5-a]pyridin-4-yl)pyridin-2-yl)-4-methylpiperidin-4-yl)-3-fluoro-6-methoxypicolinamide